NC=1C2=C(N=CN1)CC(=C2C2=CC=C(C(=O)O)C=C2)C2=CC=C(C=C2)NC(C(=C)C)=O 4-{4-amino-6-[4-(2-methylpropan-2-enamido)phenyl]-7H-cyclopenta[d]pyrimidin-5-yl}benzoic acid